1-ethylpiperidine-4-carbonitrile C(C)N1CCC(CC1)C#N